NC1(O)[C@H](N)[C@@H](O)[C@@H](O)[C@H](O1)CO aminogalactosamine